2,3-dimethyl-butanediol CC(C(O)O)C(C)C